C(C)(C)(C)OC(=O)N1C[C@@H]([C@@H](CC1)OC=C)F (3S,4R)-3-fluoro-4-(vinyloxy)piperidine-1-carboxylic acid tert-butyl ester